9,9'-(3-(2-(9H-carbazol-9-yl)phenyl)-4-(2-(2,6-diphenylpyridin-4-yl)phenyl)pyridine-2,6-diyl)bis(3,6-dimethyl-9H-carbazole) C1=CC=CC=2C3=CC=CC=C3N(C12)C1=C(C=CC=C1)C=1C(=NC(=CC1C1=C(C=CC=C1)C1=CC(=NC(=C1)C1=CC=CC=C1)C1=CC=CC=C1)N1C2=CC=C(C=C2C=2C=C(C=CC12)C)C)N1C2=CC=C(C=C2C=2C=C(C=CC12)C)C